3-((S)-3-((R)-8-(4'-((dimethylamino)methyl)biphenyl-4-ylsulfonyl)-1-oxa-8-azaspiro[4.5]dec-3-ylamino)-2-hydroxypropoxy)-N-methylbenzenesulfonamide CN(C)CC1=CC=C(C=C1)C1=CC=C(C=C1)S(=O)(=O)N1CCC2(C[C@H](CO2)NC[C@@H](COC=2C=C(C=CC2)S(=O)(=O)NC)O)CC1